3-(3-(3-(1-(2-chloro-4-fluorophenyl)cyclopropyl)-1,2,4-oxadiazol-5-yl)-5-(difluoromethyl)-1H-pyrazol-1-yl)thietane 1,1-dioxide ClC1=C(C=CC(=C1)F)C1(CC1)C1=NOC(=N1)C1=NN(C(=C1)C(F)F)C1CS(C1)(=O)=O